Cl.N[C@@H](C(C)C)C(=O)OCC([C@H](C[C@H]1C(NCCC1)=O)NC([C@@H](NC(=O)C=1NC2=C(C=C(C=C2C1)F)F)CC1CC1)=O)=O (3S)-3-{[3-cyclopropyl-N-(5,7-difluoro-1H-indole-2-carbonyl)-L-alanyl]amino}-2-oxo-4-[(3S)-2-oxopiperidin-3-yl]butyl L-valinate hydrochloride Salt